(R)-N-((R)-1-(4-(ethylthio)phenyl)-2-methoxyethyl)-2-methylpropane-2-sulfinamide C(C)SC1=CC=C(C=C1)[C@H](COC)N[S@](=O)C(C)(C)C